2-((13-(isobutyldimethylsilyl)tridec-12-yn-1-yl)thio)ethyl hydrogen ((((R)-1-(6-amino-9H-purin-9-yl)propan-2-yl)oxy)methyl)phosphonate NC1=C2N=CN(C2=NC=N1)C[C@@H](C)OCP(OCCSCCCCCCCCCCCC#C[Si](C)(C)CC(C)C)(O)=O